(1R)-(+)-2,10-camphorsultam CC1([C@H]2CC[C@@]13CS(=O)(=O)N[C@H]3C2)C